CNC=1N=CC2=C(N1)NC=C2C2=CC=1N(C=C2)N=CC1C(=O)NC1CCOCC1 5-(2-(methylamino)-7H-pyrrolo[2,3-d]pyrimidin-5-yl)-N-(tetrahydro-2H-pyran-4-yl)pyrazolo[1,5-a]pyridine-3-carboxamide